barium-vanadium [V].[Ba]